C1(=CC=CC=C1)CCCS(=O)(=O)NN1C(SC=C1CCC1=CC=C(C=C1)NS(O)(=O)=O)C=1SC=CC1 {4-(S)-[3-(Phenylpropanesulfonylamino)-2-(2-thiophen-2-ylthiazol-4-yl)ethyl]-phenyl}sulfamic acid